C1(CC1)C1=C(C(=NO1)C1=NN(C2=C1C(=NC=C2)NCC2=C(C=C(C=C2)OC)OC)C(C)C)I 3-(5-cyclopropyl-4-iodoisoxazol-3-yl)-N-(2,4-Dimethoxybenzyl)-1-isopropyl-1H-pyrazolo[4,3-c]Pyridin-4-amine